3,6-bis-(9-isocyanatononyl)-4,5-bis-(1-heptenyl)cyclohexene N(=C=O)CCCCCCCCCC1C=CC(C(C1C=CCCCCC)C=CCCCCC)CCCCCCCCCN=C=O